CC1=C(SC(=N1)C2=CC=CS2)NC(=O)NC3=CC=C(C=C3)Cl The molecule is an member of the class of phenylureas that is urea having 4-chlorophenyl and 4-methyl-2-(thiophen-2-yl)-1,3-thiazol-5-yl groups attached at positions 1 and 3 respectively. It is a member of thiophenes, a member of 1,3-thiazoles, a member of monochlorobenzenes and a member of phenylureas.